[6-[[3-(trifluoromethyl)-1H-pyrazol-5-yl]methyl]-2-azaspiro[3.3]heptan-2-yl]-[6-[3-(trifluoromethyl)-1,2,4-triazol-1-yl]-2-azaspiro[3.3]heptan-2-yl]methanone FC(C1=NNC(=C1)CC1CC2(CN(C2)C(=O)N2CC3(C2)CC(C3)N3N=C(N=C3)C(F)(F)F)C1)(F)F